[Si+4].CC(C(=O)[O-])C.CC(C(=O)[O-])C.CC(C(=O)[O-])C.CC(C(=O)[O-])C 2-methylpropionate silicon